OCC1CCC(CC1)NS(=O)(=O)C=1C=C(C=CC1OC)C1=C(N=C(S1)NC(=O)C1CCCC1)C N-[5-[3-[[4-(hydroxymethyl)cyclohexyl]sulfamoyl]-4-methoxy-phenyl]-4-methyl-thiazol-2-yl]cyclopentanecarboxamide